6-(7-ethyl-2H-indazol-4-yl)-7-methoxy-4-(1-methyl-3-phenyl-1H-pyrazol-4-yl)quinazoline C(C)C1=CC=C(C2=CNN=C12)C=1C=C2C(=NC=NC2=CC1OC)C=1C(=NN(C1)C)C1=CC=CC=C1